ClC1=CC=C(OC2=CC=C(C=C2)N2N=C3C(NCCC3C3CCN(CC3)C(C=C)=O)=C2C(=O)N)C=C1 2-[4-(4-chlorophenoxy)phenyl]-7-[1-(prop-2-enoyl)piperidin-4-yl]-4,5,6,7-tetrahydro-2H-pyrazolo[4,3-b]pyridine-3-carboxamide